ClC1=CC(=NC2=CC=CC=C12)OC 4-Chloro-2-methoxyquinoline